(2-azido-3,4-di-O-benzyl-2-deoxy-α-D-glucopyranosuronic acid) N(=[N+]=[N-])[C@H]1[C@@H](O)O[C@@H]([C@H]([C@@H]1OCC1=CC=CC=C1)OCC1=CC=CC=C1)C(=O)O